COCC1(NCCCC1)C 2-(methoxymethyl)-2-methylpiperidine